FC(C1=C(CNC(=O)C=2C(=NN(C2)CC2=CC=C(C=C2)CN2C(C=CC=C2)=O)COC)C(=CC=C1OC)F)F 3-Methoxymethyl-1-[4-(2-oxo-2H-pyridin-1-ylmethyl)-benzyl]-1H-pyrazole-4-carboxylic Acid 2-difluoromethyl-6-fluoro-3-methoxy-benzylamide